ethyl 2-(4-(4-hydroxy-3-isopropylbenzyl)-3-methyl-5-vinylphenoxy)acetate OC1=C(C=C(CC2=C(C=C(OCC(=O)OCC)C=C2C=C)C)C=C1)C(C)C